C(C)C1=C(NC2=CC=C(C=C12)C1CCN(CC1)CC=1C(=NOC1C)C)C1=C2C(=NC=C1)NN=C2 4-((4-(3-ethyl-2-(1H-pyrazolo[3,4-b]pyridin-4-yl)-1H-indol-5-yl)piperidin-1-yl)methyl)-3,5-dimethylisoxazole